FC([C@@](O)(C1CCN(CC1)C)C1=NC2=CC(=NC=C2C=C1)NC1=C(C=C(C=C1)N1N=CC=C1)F)(F)F (R)-2,2,2-trifluoro-1-(7-((2-fluoro-4-(1H-pyrazol-1-yl)phenyl)amino)-1,6-naphthyridin-2-yl)-1-(1-methylpiperidin-4-yl)ethan-1-ol